N,N,N-tris(2-propenyl)amine C(C=C)N(CC=C)CC=C